CN(CCNCC1=C(N=C(S1)N)C1=CC=C(C=C1)OC(C)C)C dimethyl-N'-(2-amino-4-(4-isopropoxyphenyl)thiazol-5-yl-methyl)ethylenediamine